BrC1=CC=C(C=C1)NC(=O)NC1(CC1)CO 1-(4-bromophenyl)-3-(1-(hydroxymethyl)cyclopropyl)urea